C12CC(CC2C1)OC1=C(C=C(C=C1F)NC(=O)C=1N=C(OC1CCF)N1CC(C1)(C)OC)F N-(4-(cis-bicyclo[3.1.0]hex-3-yloxy)-3,5-difluorophenyl)-5-(2-fluoroethyl)-2-(3-methoxy-3-methylazetidin-1-yl)oxazole-4-carboxamide